(3R,4R) or (3S,4S)-4-(4-{6-chloro-2-[(1,5-dimethyl-1H-pyrazol-4-yl)amino]quinazolin-7-yl}piperazin-1-yl)-4-methyloxolan-3-ol ClC=1C=C2C=NC(=NC2=CC1N1CCN(CC1)[C@]1([C@H](COC1)O)C)NC=1C=NN(C1C)C |o1:17,18|